C1(CC1)C=1C=C(C(=NC1)F)C1=NN2C(O[C@@H](CC2)C)=C1C(=O)N[C@@H]1C(NC2=C(C(=N1)C1=CC=CC=C1)C=CC=C2F)=O (5R)-2-(5-Cyclopropyl-2-fluoro-3-pyridyl)-N-[(3S)-9-fluoro-2-oxo-5-phenyl-1,3-dihydro-1,4-benzodiazepin-3-yl]-5-methyl-6,7-dihydro-5H-pyrazolo[5,1-b][1,3]oxazine-3-carboxamide